2,3-dihydroxysuccinic acid OC(C(=O)O)C(C(=O)O)O